IC=1C=NN2C1C=CC(=C2)C2(CCC2)O 1-(3-iodopyrazolo[1,5-a]pyridin-6-yl)cyclobutanol